N-(4-{4-chloro-2-[(3,3-difluoro-1-azetidinyl)carbonyl]phenyl}-6-ethoxy-2-pyridyl)-1-cyclopropyl-5-{[(S)-2-methoxypropylamino]methyl}-2-oxo-1,2-dihydronicotinamide ClC1=CC(=C(C=C1)C1=CC(=NC(=C1)OCC)NC(C=1C(N(C=C(C1)CNC[C@H](C)OC)C1CC1)=O)=O)C(=O)N1CC(C1)(F)F